ClCCCNS(=O)(=O)N1C[C@H]([C@H](CC1)NC1=NN2C(C=NC(=C2OC(C)C)C=2C=NNC2)=N1)C (3R,4S)-N-(3-chloropropyl)-4-((5-isopropoxy-6-(1H-pyrazol-4-yl)-[1,2,4]triazolo[1,5-a]pyrazin-2-yl)amino)-3-methylpiperidine-1-sulfonamide